r-(2,6-bis(bis(2-methoxyethyl)amino)pyrimido[5,4-d]pyrimidine-4,8-diyl)bis(piperidine-4-carboxylate) COCCN(C=1N=C(C2=C(N1)C(=NC(=N2)N(CCOC)CCOC)N2CCC(CC2)C(=O)[O-])N2CCC(CC2)C(=O)[O-])CCOC